1-(2-(5-(3-fluoropyridin-4-yl)isoindolin-2-yl)-2-oxoethyl)-1H-1,2,4-triazole-3-carbonitrile FC=1C=NC=CC1C=1C=C2CN(CC2=CC1)C(CN1N=C(N=C1)C#N)=O